ClC=1C(=C(OC(CC(C(=O)C2=CC=C(C=C2)F)(F)F)C)C(=CC1)F)F 4-(3-chloro-2,6-difluoro-phenoxy)-2,2-difluoro-1-(4-fluorophenyl)pentan-1-one